pentamethylcyclopentadienyl(1-sec-butyl-5,6-dimethylindenyl)hafnium CC1=C(C(=C(C1([Hf]C=1C(C2=CC(=C(C=C2C1)C)C)C(C)CC)C)C)C)C